4-dimethylaminobutyl-trimethoxysilane CN(CCCC[Si](OC)(OC)OC)C